ClC1=C(C(=NC2=CC3=C(C=C12)C=NN3)Cl)C(C)C 5,7-dichloro-6-isopropyl-1H-pyrazolo[4,3-g]Quinoline